OCCCCCCCC1=CC=C(C(=O)O)C=C1 p-hydroxyheptyl-benzoic acid